C(C)(C)(C)OC(=O)N1C[C@@H](N(CC1)C(=O)C=1N=NC(=CC1)C)C (S)-3-methyl-4-((6-methyl-pyridazin-3-yl)carbonyl)piperazine-1-carboxylic acid tert-butyl ester